2-(chloromethyl)-4-hydroxyquinazoline ClCC1=NC2=CC=CC=C2C(=N1)O